S(=O)(=O)(C1=CC=C(C)C=C1)OC[C@H]1[C@H](C[C@]2(CCCN12)C(=O)OC)C(=O)OC(C)(C)C 2-(tert-butyl) 7a-methyl (2S,3R,7aR)-3-((tosyloxy)methyl)tetrahydro-1H-pyrrolizine-2,7a(5H)-dicarboxylate